FC(OC1=CC=C(C=N1)CC1CCC2(CNC2)CC1)F 7-[[6-(difluorometh-oxy)-3-pyridyl]meth-yl]-2-azaspiro[3.5]-nonane